N[C@@H](CCC(=O)[O-])C(=O)[O-].C(C)[N+](CC)(CC)CC.C(C)[N+](CC)(CC)CC tetraethylammonium glutamate